7-((2-Methyl-1H-imidazol-1-yl)methyl)-5-(1-methyl-3-(trifluoromethyl)-1H-pyrazol-4-yl)-2-(naphthalen-1-yl)-3,4-dihydroisoquinolin-1(2H)-one CC=1N(C=CN1)CC1=CC(=C2CCN(C(C2=C1)=O)C1=CC=CC2=CC=CC=C12)C=1C(=NN(C1)C)C(F)(F)F